C(C)(C)(C)OC(=O)N1[C@@H](CCC1)COC=1N=C(C2=C(N1)CN(CC2)C2=CC=CC1=CC=CC(=C21)Cl)OC.FC(CCCCCCCS(=O)(=O)C2=CC=CC=C2)(F)F ((8,8,8-trifluorooctyl)sulfonyl)benzene tert-butyl-(2S)-2-[[7-(8-chloro-1-naphthyl)-4-methoxy-6,8-dihydro-5H-pyrido[3,4-d]pyrimidin-2-yl]oxymethyl]pyrrolidine-1-carboxylate